2-mercaptopyrimidin-4-ol SC1=NC=CC(=N1)O